NC=1C(=NC=C(C1)S(=O)(=O)C1=CC=C(C=C1)F)C(=O)NNC(CO[Si](C(C)C)(C(C)C)C(C)C)=O 3-amino-5-((4-fluorophenyl)sulfonyl)-N'-(2-((triisopropylsilyl)oxy)acetyl)picolinohydrazide